ClC(=O)C1=C(C(=O)[O-])C=CC=C1[N+](=O)[O-] 2-(chlorocarbonyl)-3-nitrobenzoate